8-acetyl-2-(3-azabicyclo[3.1.0]hexan-3-yl)-3-ethyl-6-methyl-quinazolin-4-one C(C)(=O)C=1C=C(C=C2C(N(C(=NC12)N1CC2CC2C1)CC)=O)C